NC1=C2C(=NC=N1)N(N=C2C=2C=NN(C2)C)C(C)C=2C(=C(C(=C(C2)Cl)C)C2CN(C2)CC#N)OC [3-(3-{1-[4-amino-3-(1-methyl-1H-pyrazol-4-yl)-1H-pyrazolo[3,4-d]pyrimidin-1-yl]ethyl}-5-chloro-2-methoxy-6-methylphenyl)azetidin-1-yl]acetonitrile